NC1=NC=NN2C1=CC=C2C2(OC(C(C2O)O)CO)C#N 2-(4-aminopyrrolo[2,1-f][1,2,4]triazin-7-yl)-3,4-dihydroxy-5-(hydroxymethyl)tetrahydrofuran-2-carbonitrile